C(C)(C)(C)[SiH](N)C(C)(C)C bis-t-butyl-aminosilane